6-{2-[3-methoxy-4-(3-piperidinopropoxy)phenylamino]-4-pyrimidinylamino}-3,4-dihydro-1(2H)-naphthalenone COC=1C=C(C=CC1OCCCN1CCCCC1)NC1=NC=CC(=N1)NC=1C=C2CCCC(C2=CC1)=O